COC1=C2CCC(OC2=CC=C1C(=O)O)(C)C 5-methoxy-2,2-dimethyl-3,4-dihydrochromene-6-carboxylic acid